glycoloate C(CO)(=O)[O-]